(4-methoxy-phenyl)-methyl mercaptan COC1=CC=C(C=C1)CS